1-methyl-3-(6-(((3aR,5s,6aS)-2-((tetrahydro-2H-pyran-4-yl)methyl-d2)octahydrocyclopenta[c]pyrrol-5-yl)amino)pyridazin-3-yl)pyridin-2(1H)-one CN1C(C(=CC=C1)C=1N=NC(=CC1)NC1C[C@@H]2[C@@H](CN(C2)C([2H])([2H])C2CCOCC2)C1)=O